FC(OCC1=C(C=C(CNC(C2=C(C=CC(=C2)C2=NC=CC=C2C(C)O)F)=O)C=C1)F)F N-(4-((difluoromethoxy)methyl)-3-fluorobenzyl)-2-fluoro-5-(3-(1-hydroxyethyl)pyridin-2-yl)benzamide